pyridine-3-carboxylic acid ethyl ester trifluoroacetate salt FC(C(=O)O)(F)F.C(C)OC(=O)C=1C=NC=CC1